C(C)[NH+](CC)CC Triethylammonium